(S)-(5-cyclopropyl-1,3,4-oxadiazol-2-yl)(4-(4-(difluoromethoxy)pyrazolo[1,5-a]pyridin-2-yl)-6,7-dihydro-1H-imidazo[4,5-c]pyridin-5(4H)-yl)methanone C1(CC1)C1=NN=C(O1)C(=O)N1[C@@H](C2=C(CC1)NC=N2)C2=NN1C(C(=CC=C1)OC(F)F)=C2